D-aspartic acid-beta-methyl ester COC(=O)C[C@H](C(=O)O)N